tert-Butyl 8-(trifluoromethyl)-8-((trimethylsilyl)oxy)-5-azaspiro[3.5]nonane-5-carboxylate FC(C1(CCN(C2(CCC2)C1)C(=O)OC(C)(C)C)O[Si](C)(C)C)(F)F